ClC=1C=CC=2C(=C3N(C2C1C=1C(=NN(C1C)C)C)[C@H](CN=C3)C)CCCOC3=CC(=C(C(=C3)C)Cl)C (S)-7-chloro-10-(3-(4-chloro-3,5-dimethylphenoxy)propyl)-4-methyl-6-(1,3,5-trimethyl-1H-pyrazol-4-yl)-3,4-dihydropyrazino[1,2-a]indol